C1(CC1)CNC1=NC(=NC(=N1)NC1=CC(=CC(=C1)S(=O)(=O)C)F)C1=NC(=CC=C1)C(C)(F)F N2-(cyclopropylmethyl)-6-(6-(1,1-difluoroethyl)pyridin-2-yl)-N4-(3-fluoro-5-(methylsulfonyl)phenyl)-1,3,5-triazine-2,4-diamine